(R)-3-(5-(difluoromethoxy)-2-fluorophenyl)-N-(3-methyl-1,1-dioxidothietan-3-yl)-4,5,6,7-tetrahydro-1H-indazole-6-carboxamide FC(OC=1C=CC(=C(C1)C1=NNC=2C[C@@H](CCC12)C(=O)NC1(CS(C1)(=O)=O)C)F)F